C(C)OC1=NC=CC2=C(C=CC=C12)O 1-(ethoxy)-5-hydroxy-isoquinoline